[C@@H]1([C@H](O)[C@H](O)[C@@H](O)[C@@H](O1)C)O[C@H]1[C@H](O[C@H]2[C@H](O)[C@H](O)[C@@H](O)[C@@H](O2)C)O[C@@H]([C@H]([C@@H]1O)O)CO O-alpha-L-rhamnopyranosyl-(1→4) [alpha-L-rhamnopyranosyl-(1→2)]-β-D-glucopyranoside